COC1=CC(=C(C#N)C=C1)N1CCN(CC1)CC1=NC2=C(N1C)C=CC=C2 4-methoxy-2-(4-((1-methyl-1H-benzo[d]imidazol-2-yl)methyl)piperazin-1-yl)benzonitrile